[OH-].FC(F)(F)[PH3+] (trifluoromethyl)phosphonium hydroxide